FC=1C(=C(C#N)C=CC1)C1=CC(=C2C(=N1)CNC2=O)N2N=C(C=C2)N2C(CCC2)=O 3-fluoro-2-(5-oxo-4-(3-(2-oxopyrrolidin-1-yl)-1H-pyrazol-1-yl)-6,7-dihydro-5H-pyrrolo[3,4-b]pyridin-2-yl)benzonitrile